NC1=NC=CC=C1C1=NC2=C(N1C1=CC=C(C=C1)CNC(OC(C)(C)C)=O)C=CC=C2 tert-butyl N-[[4-[2-(2-amino-3-pyridyl)benzimidazol-1-yl]phenyl]methyl]carbamate